ClC=1C=C(C=C(C1)Cl)C1(CC(=NO1)C=1C=C(C(=O)NNC(C2=CC=C(C=C2)F)=O)C=CC1)C(F)(F)F 3-(5-(3,5-dichlorophenyl)-5-(trifluoromethyl)-4,5-dihydroisoxazol-3-yl)-N'-(4-fluorobenzoyl)benzoyl-hydrazine